C(C)(C)O[C@H]1[C@@H](NC(CCC1)C1=CN=C2C(=N1)N(C(=C2)C(C(F)(F)F)(C)C)C)CO [(2S,3R)-3-Isopropoxy-7-[5-methyl-6-(2,2,2-trifluoro-1,1-dimethyl-ethyl)pyrrolo[2,3-b]pyrazin-3-yl]azepan-2-yl]methanol